propenyl iodide C(=CC)I